2-chloro-N-(5-(dimethylamino)-2-(3,3,3-trifluoropropoxy)phenyl)acetamide ClCC(=O)NC1=C(C=CC(=C1)N(C)C)OCCC(F)(F)F